(R)-5-((6-(4H-1,2,4-triazol-4-yl)pyridin-3-yl)ethynyl)-2-(4-(6-fluoropyrimidin-4-yl)-3-(methoxymethyl)piperazin-1-yl)pyrimidine N=1N=CN(C1)C1=CC=C(C=N1)C#CC=1C=NC(=NC1)N1C[C@@H](N(CC1)C1=NC=NC(=C1)F)COC